BrC=1C(=C2COC(C2=CC1)=O)OCC=1CCN(CC1)C(=O)OC(C)(C)C tert-butyl 4-(((5-bromo-1-oxo-1,3-dihydroisobenzofuran-4-yl)oxy)methyl)-3,6-dihydropyridine-1(2H)-carboxylate